3-[4-(3,5-dimethyl-1H-pyrazol-4-yl)phenyl]benzonitrile CC1=NNC(=C1C1=CC=C(C=C1)C=1C=C(C#N)C=CC1)C